(+-)-Cis-3,6-dihydro-4,6-dimethyl-2-phenyl-2H-pyran CC=1C[C@@H](O[C@@H](C1)C)C1=CC=CC=C1 |r|